dimethylaminoethyl methacrylate methyl-ammonium salt C[NH3+].C(C(=C)C)(=O)OCCN(C)C